ClC1=CC=NC=2CCN(C(C12)C)C(=O)OC(C)(C)C tert-butyl 4-chloro-5-methyl-7,8-dihydro-5H-1,6-naphthyridine-6-carboxylate